C(#N)C1=CC=C(C=C1)C1=CC(=NN1)NC(=O)C1NC2=CC=CC=C2C1 N-(5-(4-cyanophenyl)-1H-pyrazol-3-yl)indoline-2-carboxamide